2-((1-phenylpyrrolidin-3-yl)thio)-1,4-dihydroquinazoline C1(=CC=CC=C1)N1CC(CC1)SC=1NC2=CC=CC=C2CN1